ClC=1C(N(C(=CC1OCC1=NC=C(C=C1F)F)C)C1=CC(=NC=C1C)C(=O)[O-])=O (P)-3-Chloro-4-((3,5-difluoropyridin-2-yl)methoxy)-5',6-dimethyl-2-oxo-2H-[1,4'-bipyridine]-2'-carboxylate